CC1=C(N=C(S1)NC(CC=1C=C(OCCOCCOCCOCCOCCOCCNC(OC(C)(C)C)=O)C=CC1)=O)C=1C=C2CCN(C2=CC1)C(C1=C(C=CC=C1)C)=O tert-butyl (17-(3-(2-((5-methyl-4-(1-(2-methylbenzoyl)indolin-5-yl)thiazol-2-yl)amino)-2-oxoethyl)phenoxy)-3,6,9,12,15-pentaoxaheptadecyl)carbamate